N1=NC(=CC2=C1C1=C(CCC2)C=CC=C1)N1N=C(N=C1NC1=CC=C(C=C1)CN1CCC(CC1)N1CCCC1)N 1-(6,7-dihydro-5H-benzo[6,7]cyclohepta[1,2-c]pyridazin-3-yl)-N5-(4-((4-pyrrolidin-1-ylpiperidinyl)methyl)phenyl)-1H-1,2,4-triazole-3,5-diamine